C(C)(C)(C)OC(=O)N1CC(CCC1)COC1=C(C=CC=C1)OC(F)(F)F 3-((2-(trifluoromethoxy)phenoxy)methyl)piperidine-1-carboxylic acid tert-butyl ester